ClC=1C=C(C(=O)NC=2SC=C(N2)C)C=C(C1)C=1C=NC=CC1C 3-chloro-5-(4-methylpyridin-3-yl)-N-(4-methylthiazol-2-yl)benzamide